COC(=O)[C@@H]1OC(O[C@H]1C1=CC=CC=C1)(C)C (4r,5s)-methyl-2,2-dimethyl-5-phenyl-1,3-dioxolane-4-carboxylate